{1,4,8-triazacycloundecane-1,4,8-triyltris[methylene(2-hydroxy-5-methyl-3,1-phenylene)carbonylazanediylmethylene]}tris(phosphonic acid) N1(CCN(CCCN(CCC1)CC=1C(=C(C=C(C1)C)C(=O)NCP(O)(O)=O)O)CC=1C(=C(C=C(C1)C)C(=O)NCP(O)(O)=O)O)CC=1C(=C(C=C(C1)C)C(=O)NCP(O)(O)=O)O